C(C)C=1SC(=C(N1)C)C 2-ethyl-4,5-dimethyl-1,3-thiazole